5-(2-(dimethylamino)ethoxy)-N-((1s,4s)-4-((7-morpholino-1,6-naphthyridin-5-yl)oxy)cyclohexyl)pyrimidine-2-carboxamide CN(CCOC=1C=NC(=NC1)C(=O)NC1CCC(CC1)OC1=C2C=CC=NC2=CC(=N1)N1CCOCC1)C